ClC1=CC=C(C(=O)NC2CCC(CC2)NC2=CC=CC=3N2C=C(N3)C(F)(F)F)C=C1 4-chloro-N-[(1s,4s)-4-{[2-(trifluoromethyl)imidazo[1,2-a]pyridin-5-yl]amino}cyclohexyl]benzamide